3-(3-methyl-2-oxo-4-(piperidin-4-yl)-2,3-dihydro-1H-benzo[d]Imidazol-1-yl)piperidine CN1C(N(C2=C1C(=CC=C2)C2CCNCC2)C2CNCCC2)=O